ClC1=CC2=C(C=N1)N=C(N2)C2N(CCC2)C 2-[6-chloro-1H-imidazo[4,5-c]pyridin-2-yl]-1-methylpyrrolidine